4-(2-{[(2R,7aS)-2-fluoro-hexahydro-1H-pyrrolizin-7a-yl]methoxy}-8-fluoro-4-[(2S)-2-(hydroxymethyl)morpholin-4-yl]quinazolin-7-yl)-5-ethynyl-6-fluoronaphthalen-2-ol F[C@@H]1C[C@@]2(CCCN2C1)COC1=NC2=C(C(=CC=C2C(=N1)N1C[C@H](OCC1)CO)C1=CC(=CC2=CC=C(C(=C12)C#C)F)O)F